4-sulfophenyl-3,5-dimethoxybenzene S(=O)(=O)(O)C1=CC=C(C=C1)C1=CC(=CC(=C1)OC)OC